CC(CC(=O)O)(CC(=O)O)C.CC(CC(=O)O)(CC(=O)O)C 3,3-dimethylglutaric acid (3,3-dimethylglutarate)